tertbutylmethyl ether C(C)(C)(C)OC